FC=1C=C(N(CC=2C=C3C(=NNC3=CC2)\C=C\C2=NC=CC=C2)C)C=C(C1)F (E)-3,5-difluoro-N-methyl-N-((3-(2-(pyridin-2-yl)vinyl)-1H-indazol-5-yl)methyl)aniline